ClC(OC1=CC=C(C=C1)NC(=O)C1=CNC(C=C1)=O)(F)F N-[4-[Chloro(difluoro)methoxy]phenyl]-6-oxo-1H-pyridine-3-carboxamide